(E)-4-(3-cyclopropylacryloyl)benzonitrile C1(CC1)/C=C/C(=O)C1=CC=C(C#N)C=C1